1-(5-cyclopropyl-2-(1-((3,6-dichloro-1,2,4-triazin-5-yl)amino)ethyl)pyrazolo[1,5-a]pyridin-7-yl)-3-methylimidazolidine-2,4-dione C1(CC1)C1=CC=2N(C(=C1)N1C(N(C(C1)=O)C)=O)N=C(C2)C(C)NC=2N=C(N=NC2Cl)Cl